3-phenanthrenemethylamine C1=CC(=CC=2C3=CC=CC=C3C=CC12)CN